FC1=C(C=CC=C1)C1=CC(=CC(=C1O)[N+](=O)[O-])C#N 2'-fluoro-6-hydroxy-5-nitrobiphenyl-3-carbonitrile